(S)-4-amino-2-((4-carboxy-4-(4-(((2,4-diaminopteridin-6-yl)methyl)(methyl)amino)-benzamido)butyl)-carbamoyl)benzoic acid NC1=CC(=C(C(=O)O)C=C1)C(NCCC[C@H](NC(C1=CC=C(C=C1)N(C)CC=1N=C2C(=NC(=NC2=NC1)N)N)=O)C(=O)O)=O